C1(=CC=CC=C1)C1=NC(=CC(=N1)C1=C(C=CC=C1)B(O)O)C1=CC=CC=C1 (2-(2,6-diphenylpyrimidin-4-yl)phenyl)boronic acid